BrC=1C(=C(C=CC1)C(C)NC([O-])=O)OC (1-(3-bromo-2-methoxyphenyl)ethyl)carbamate